(S)-N-(1-(3,4-dichlorophenyl)-2-(4-methylpiperazin-1-yl)ethyl)-4-(4-fluorophenoxy)benzenesulfonamide ClC=1C=C(C=CC1Cl)[C@@H](CN1CCN(CC1)C)NS(=O)(=O)C1=CC=C(C=C1)OC1=CC=C(C=C1)F